NC1=NC=CC=C1C1=NC=2C(=NC(=CC2)C2=CC=C(C=C2)Cl)N1C1=CC=C(CN2CCN(CC2)C2=NC(=NC=N2)C#N)C=C1 4-(4-(4-(2-(2-aminopyridin-3-yl)-5-(4-chlorophenyl)-3H-imidazo[4,5-b]pyridin-3-yl)benzyl)piperazin-1-yl)-1,3,5-triazine-2-carbonitrile